Cl[C@@H](C(=O)O)CC (R)-2-chlorobutyric acid